4-[4-cyano-2-({[(2'R,4S)-6-(2-oxo-1-azetidinyl)-2,3-dihydro-Spiro[chromene-4,1'-cyclopropane]-2'-yl]Carbonyl}amino)phenyl]Butyric acid C(#N)C1=CC(=C(C=C1)CCCC(=O)O)NC(=O)[C@H]1[C@]2(C1)CCOC1=CC=C(C=C12)N1C(CC1)=O